tert-butyl 4-(4-chloro-5-((3-methyl-5-(phenylethynyl)pyridin-2-yl)carbamoyl)-1H-pyrazol-1-yl)azepane-1-carboxylate ClC=1C=NN(C1C(NC1=NC=C(C=C1C)C#CC1=CC=CC=C1)=O)C1CCN(CCC1)C(=O)OC(C)(C)C